(4S)-1-[(1S,3R,4S)-3,4-difluorocyclohexyl]-5,5-difluoro-3-(trifluoromethyl)-4,6-dihydro-cyclopenta[c]pyrazol-4-ol F[C@@H]1C[C@H](CC[C@@H]1F)N1N=C(C2=C1CC([C@H]2O)(F)F)C(F)(F)F